C(C)(C)(C)C1=CC=C(C=C1)C=CC(=O)C1=C(OC(C(=O)O)C)C=C(C=C1)OC(=CC)CC 2-[2-[3-(4-Tert-butylphenyl)prop-2-enoyl]-5-pent-2-en-3-yloxyphenoxy]propanoic acid